N1(CCOCC1)C(=O)C=1NC(C=2SC(=C3OCCCC1C32)C=3C=NNC3)=O 7-(morpholine-4-carbonyl)-2-(1H-pyrazol-4-yl)-12-oxa-3-thia-6-azatricyclo[6.4.1.04,13]-trideca-1,4(13),7-trien-5-one